C[N+](CC=C)(CC=C)C dimethyldiallylammonium